1-(3-fluoro-4-bromophenyl)piperidine FC=1C=C(C=CC1Br)N1CCCCC1